ClC=1C=C(C=2N(N1)C(=CN2)CC(F)(F)F)N(CC(=O)OC(C)(C)C)CC2=CC=C(C=C2)OC tert-butyl N-(6-chloro-3-(2,2,2-trifluoroethyl)imidazo[1,2-b]pyridazin-8-yl)-N-(4-methoxybenzyl)glycinate